3-((4H-1,2,4-triazol-3-yl)sulfonyl)-6-butyl-5-(2,6-dimethoxyphenyl)-4-hydroxypyridin-2(1H)-one N=1N=C(NC1)S(=O)(=O)C=1C(NC(=C(C1O)C1=C(C=CC=C1OC)OC)CCCC)=O